octyl 3-ethyl-6-(2-((3-heptyldecanoyl)oxy)ethyl)-12-hexyl-10-oxo-9,11-dioxa-3,6-diazahexadecane-16-oate C(C)N(CC)CCN(CCOC(OC(CCCC(=O)OCCCCCCCC)CCCCCC)=O)CCOC(CC(CCCCCCC)CCCCCCC)=O